2-(1-(2-hydroxyethyl)-1H-pyrazol-4-yl)nicotinonitrile OCCN1N=CC(=C1)C1=C(C#N)C=CC=N1